N1(CCOCC1)C1=NC=C(C=N1)C=1C=C2CCN3C(C2=CC1)=CC(C(=C3)C(=O)O)=O 9-(2-morpholinylpyrimidin-5-yl)-2-oxo-6,7-dihydro-2H-pyrido[2,1-a]Isoquinoline-3-carboxylic acid